Cl.NNC(=S)N thiosemicarbazide, monohydrochloride